N4-((1H-Pyrazol-3-yl)methyl)-5-fluoro-7-(1H-pyrazol-3-yl)quinoline-2,4-diamine N1N=C(C=C1)CNC1=CC(=NC2=CC(=CC(=C12)F)C1=NNC=C1)N